2-Methyloxazole-4-carbonyl chloride CC=1OC=C(N1)C(=O)Cl